C1(=CC=CC=C1)C1(CCC2(OCCO2)CC1)CCC=O 3-(8-Phenyl-1,4-dioxaspiro[4.5]decan-8-yl)propanal